C1(=CC=CC=C1)C=1N=NNC1 4-phenyl-1,2,3-triazole